(S)-methyl 3-((5-(((benzyloxy) carbonyl) amino)-2-((tert-butoxycarbonyl) amino) pentyl) oxy)-4-chloro-5-nitrobenzoate C(C1=CC=CC=C1)OC(=O)NCCC[C@@H](COC=1C=C(C(=O)OC)C=C(C1Cl)[N+](=O)[O-])NC(=O)OC(C)(C)C